[Sn].C(CCC)O n-butanol tin